5-(4-cyclohexylphenyl)-3-((2r,3r)-3-(fluoromethyl)-2-methylazetidine-1-carbonyl)pyrazolo[1,5-a]pyrimidin-7(4H)-one C1(CCCCC1)C1=CC=C(C=C1)C=1NC=2N(C(C1)=O)N=CC2C(=O)N2[C@@H]([C@@H](C2)CF)C